5-(2-(tert-butylamino)-2-oxoacetyl)-1,2-dimethyl-1H-pyrrole-3-carboxylic acid C(C)(C)(C)NC(C(=O)C1=CC(=C(N1C)C)C(=O)O)=O